1-(2-(imidazo[2,1-b]thiazole-5-carbonyl)-2-azaspiro[3.3]heptan-6-yl)-3-(3-(trifluoromethyl)phenyl)urea S1C=2N(C=C1)C(=CN2)C(=O)N2CC1(C2)CC(C1)NC(=O)NC1=CC(=CC=C1)C(F)(F)F